C(#N)C1=CC(=C2C(C(=NN(C2=C1)C1=CC=C(C=C1)OC(F)(F)F)C(=O)OCC)=O)S(=O)(=O)C ethyl 7-cyano-5-methylsulfonyl-4-oxo-1-[4-(trifluoromethoxy)phenyl]cinnoline-3-carboxylate